methyl 3-(bromomethyl)-5-fluoro-2-methoxybenzoate BrCC=1C(=C(C(=O)OC)C=C(C1)F)OC